iron-aluminum-chromium [Cr].[Al].[Fe]